FN1CN=C2C=CC=CC2=C1 3-fluoro-quinazolin